Isopropyl (5-bromopyridin-3-yl)(trifluoromethoxy)carbamate BrC=1C=C(C=NC1)N(C(OC(C)C)=O)OC(F)(F)F